ClC1=C(C(=NN1C)C1=NOC(=C1)C)CC(=O)N1CCC2(CC1)CCN(CC2)CCC(C)(C)C (5-Chloro-1-methyl-3-(5-methylisoxazol-3-yl)-1H-pyrazol-4-yl)-1-(9-(3,3-dimethylbutyl)-3,9-diazaspiro[5.5]undecan-3-yl)ethan-1-one